C(C1=CC=CC=C1)OC(CCCCC(=O)NCCCCCC(=O)OCC1=CC=CC=C1)=O 6-((6-(benzyloxy)-6-oxohexyl)amino)-6-oxohexanoic acid benzyl ester